Methyl 2-(4,7-dichloro-6-fluoro-2-oxopyrido[2,3-d]pyrimidin-1(2H)-yl)-3-methylbenzoate ClC=1C2=C(N(C(N1)=O)C1=C(C(=O)OC)C=CC=C1C)N=C(C(=C2)F)Cl